4-methoxy-6-(3-(((R)-3-(4-methyl-1-oxo-1,3-dihydroisobenzofuran-5-yl)piperazin-1-yl)methyl)pyrrolidin-1-yl)nicotinonitrile COC1=CC(=NC=C1C#N)N1CC(CC1)CN1C[C@H](NCC1)C=1C(=C2COC(C2=CC1)=O)C